SC1=C2C=CC=CC2=CC=2OC3=C(C21)C=CC=C3 11-sulfanylnaphtho[2,3-b]benzofuran